BrCCCCCC(O[Si](OCCCCCCCC)(C)C)OCCCCCCC 12-(5-bromopentyl)-10,10-dimethyl-9,11,13-trioxa-10-silaicosane